α-fluoro-4-(trifluoromethyl)-benzeneacetic acid FC(C(=O)O)C1=CC=C(C=C1)C(F)(F)F